ClC1=C(C=NC(=C1F)F)C=NS(=O)C(C)(C)C N-((4-chloro-5,6-difluoropyridin-3-yl)methylene)-2-methylpropan-2-sulfinamide